Cl.CCCCCC(CCC)C#N Nonane-6-carbonitrile hydrochloride